C(C)NCCC1=CC(O)=C(O)C=C1 N-ethyl-dopamine